CN(C1=CC=C(C=N1)C=1C=NC=2CCN(CC2C1)C1=NC=C(C(=O)NCC2=CN=CS2)C=C1C)C 6-(3-(6-(dimethylamino)pyridin-3-yl)-7,8-dihydro-1,6-naphthyridin-6(5H)-yl)-5-methyl-N-(thiazol-5-ylmethyl)nicotinamide